methyl 4-ethylpyrimidine-2-carboxylate C(C)C1=NC(=NC=C1)C(=O)OC